NC=1C(=CC(=NC1Cl)C1=NC(=NC(=N1)NC(C(F)(F)F)C)NC(C(F)(F)F)C)Cl 6-(5-amino-4,6-dichloropyridin-2-yl)-N2,N4-bis(1,1,1-trifluoropropan-2-yl)-1,3,5-Triazine-2,4-diamine